(2E)-2-{[4-(1-methyl-1H-indazol-6-yl)-1-oxo-2,3-dihydro-1H-isoindol-2-yl]methyl}pent-2-enenitrile CN1N=CC2=CC=C(C=C12)C1=C2CN(C(C2=CC=C1)=O)C/C(/C#N)=C\CC